ClC=1C=C2C(=CC(=NC2=CC1)C(F)(F)F)N[C@@H]1C[C@@H](CCC1)NC(=O)C1=CC=NN1CC(F)F N-[(1R,3S)-3-{[6-chloro-2-(trifluoromethyl)quinolin-4-yl]amino}cyclohexyl]-1-(2,2-difluoroethyl)-1H-pyrazole-5-carboxamide